{(4-benzyl-1,4,8-triazacycloundecane-1,8-diyl)bis[methylene(2-hydroxy-5-methyl-3,1-phenylene)azanediyl(2-oxoethane-2,1-diyl)]}bis(phosphonic acid) C(C1=CC=CC=C1)N1CCN(CCCN(CCC1)CC=1C(=C(C=C(C1)C)NC(CP(O)(O)=O)=O)O)CC=1C(=C(C=C(C1)C)NC(CP(O)(O)=O)=O)O